(3S)-3-[4-(hexyloxy)phenyl]Hex-4-ynoic acid methyl ester COC(C[C@H](C#CC)C1=CC=C(C=C1)OCCCCCC)=O